(S)-quinuclidin-3-yl((R)-5-(4-butylphenyl)-6-fluoro-2,2-dimethyl-2,3-dihydro-1H-inden-1-yl)carbamate N12C[C@H](C(CC1)CC2)OC(N[C@@H]2C(CC1=CC(=C(C=C21)F)C2=CC=C(C=C2)CCCC)(C)C)=O